C(C)(C)(C)OC(=O)N[C@@H](CC/C=C/C(=O)OC)C(=O)NC=1C(N(C=CC1)CC(=O)NCC(CC)CC)=O (S,E)-Methyl 6-(tert-butoxycarbonylamino)-7-(1-(2-(2-ethylbutylamino)-2-oxoethyl)-2-oxo-1,2-dihydro-pyridin-3-ylamino)-7-oxohept-2-enoate